N(=C=O)CC1=CC=C(C=C1)C 1-(isocyanatomethyl)-4-methylbenzene